FC1=C(N=CC2=C1N=C(N=C2N2CCC(CCC2)C(=O)OCC)OCC21CCCN1CCC2)C2=CC=CC1=CC=CC(=C21)F ethyl 1-(8-fluoro-7-(8-fluoronaphthalen-1-yl)-2-((tetrahydro-1H-pyrrolizin-7a(5H)-yl)methoxy)pyrido[4,3-d]pyrimidin-4-yl)azepane-4-carboxylate